(E)-N-(3-(3-(2-(4,4-Difluorocyclohexyl)vinyl)phenyl)-1-methyl-1H-pyrrolo[2,3-b]pyridin-5-yl)acrylamide FC1(CCC(CC1)/C=C/C=1C=C(C=CC1)C1=CN(C2=NC=C(C=C21)NC(C=C)=O)C)F